2-(3-(dimethylamino)-4-tolyl)-N-((5-(2,6-dioxopiperidin-3-yl)-4-oxo-5,6-dihydro-4H-thieno[3,4-c]pyrrol-1-yl)methyl)-2-oxoacetamide CN(C=1C=C(C=CC1C(C(=O)NCC=1SC=C2C1CN(C2=O)C2C(NC(CC2)=O)=O)=O)C)C